2-(but-2-yn-1-yl)-7-((2S,5R)-2,5-dimethyl-4-((R)-1-(quinoxalin-6-yl)ethyl)piperazin-1-yl)-4-methyl-2,4-dihydro-5H-pyrazolo[4,3-b]pyridin-5-one C(C#CC)N1N=C2C(N(C(C=C2N2[C@H](CN([C@@H](C2)C)[C@H](C)C=2C=C3N=CC=NC3=CC2)C)=O)C)=C1